C1(CC1)C=1C=C(C=CC1)NC(=O)[C@@H]1N(CCCC1)C(=O)OC(C)(C)C tert-butyl (R)-2-((3-cyclopropylphenyl)carbamoyl)piperidine-1-carboxylate